3-amino-4-(2-bromo-5-(trifluoromethyl)phenoxy)benzaldehyde NC=1C=C(C=O)C=CC1OC1=C(C=CC(=C1)C(F)(F)F)Br